FC(C=1C=CC=2N(C1)C(=CN2)C2=NC=CC(=N2)N2CCOC1(CNC1)C2)(F)F 8-(2-(6-(trifluoromethyl)imidazo[1,2-a]pyridin-3-yl)pyrimidin-4-yl)-5-oxa-2,8-diazaspiro[3.5]nonane